CN1C=2C(NC(=NC2NC[C@H]1CNC1=CC=C(C(N[C@@H](CCC(=O)[O-])C(=O)O)=O)C=C1)N)=O 5-methyl-(6R)-tetrahydrofolate